(RS)-(2E)-3-(4-methoxyphenyl)prop-2-enoic acid 2-ethylhexyl ester C(C)[C@@H](COC(\C=C\C1=CC=C(C=C1)OC)=O)CCCC |r|